C(C)(C)(C)OC(=O)N1CC2(CNC2C2=NC(=CC3=C2N=C(N=C3)NC=3C=C2CN(CC2=CC3F)S(=O)(=O)C)C)CC1 (2-((6-fluoro-2-(methylsulfonyl)isoindolin-5-yl)amino)-6-methylpyrido[3,4-d]pyrimidin-8-yl)-2,6-diazaspiro[3.4]octane-6-carboxylic acid tert-butyl ester